C(CCC1=CC=CC=C1)(=O)O hydrocinnamoyl alcohol